ICCOCC1=CC=C(C=C1)OC 1-((2-iodoethoxy)methyl)-4-methoxybenzene